BrC=1C(=CC2=C(N(CC(CS2(=O)=O)(CC)CC)C2=CC=CC=C2)C1)O/C=C/C(=O)OCC ethyl (E)-3-((7-bromo-3,3-diethyl-1,1-dioxido-5-phenyl-2,3,4,5-tetrahydro-1,5-benzothiazepin-8-yl)oxy)acrylate